(S)-6-chloro-2-(3-fluoro-4-(trifluoromethyl)phenyl)-5-((2-oxotetrahydrofuran-3-yl)amino)-1H-benzo[d]imidazole-4,7-dione ClC1=C(C(C2=C(NC(=N2)C2=CC(=C(C=C2)C(F)(F)F)F)C1=O)=O)N[C@@H]1C(OCC1)=O